C1(CCCC1)C1=C(C=NC=2N1N=CC2)NC(=O)NC=2C=NC(=C(C2)C)C2=NOC(=N2)CCCN2CCN(CC2)C=2C=C1CN(C(C1=CC2)=O)C2C(NC(CC2)=O)=O 1-(7-cyclopentylpyrazolo[1,5-a]pyrimidin-6-yl)-3-[6-[5-[3-[4-[2-(2,6-dioxo-3-piperidyl)-1-oxo-isoindolin-5-yl]piperazin-1-yl]propyl]-1,2,4-oxadiazol-3-yl]-5-methyl-3-pyridyl]urea